CC1=C(C=CC(=N1)CC1CC2(CN(C2)C(=O)OC(C)(C)C)C1)C(F)(F)F tert-butyl 6-((6-methyl-5-(trifluoromethyl)pyridin-2-yl)methyl)-2-azaspiro[3.3]heptane-2-carboxylate